N-ethyl-4-(ethylamino)benzenesulfonamide C(C)NS(=O)(=O)C1=CC=C(C=C1)NCC